2-chloro-N-(5-methoxy-2-(2,2,2-trifluoroethoxy)phenyl)acetamide ClCC(=O)NC1=C(C=CC(=C1)OC)OCC(F)(F)F